N[C@@H]1[C@@H](OCC12CCN(CC2)C=2C=1N(C(=C(N2)C)C=2C(=C(C#N)C=CC2)Cl)N=CC1)C 3-{4-[(3S,4S)-4-amino-3-methyl-2-oxa-8-azaspiro[4.5]dec-8-yl]-6-methylpyrazolo[1,5-a]pyrazin-7-yl}-2-chlorobenzonitrile